COC1=CC=C(C=C1)C(OC[C@]1(O[C@H](CN(C1)CCCCCCCC)N1C(NC(C(=C1)C)=O)=O)CO[Si](C(C)C)(C(C)C)C(C)C)(C1=CC=CC=C1)C1=CC=C(C=C1)OC 1-[(2R,6S)-6-[[bis(4-methoxyphenyl)-phenyl-methoxy]methyl]-4-octyl-6-(triisopropyl-siloxymethyl)morpholin-2-yl]-5-methyl-pyrimidine-2,4-dione